FC1=CC2=C(N=C(O2)S)C=C1 6-fluorobenzo[d]oxazole-2-thiol